(R)-2-((1H-pyrrolo[2,3-b]pyridin-5-yl)oxy)-N-((3-nitrophenyl)sulfonyl)-4-(4-(6,7,8,9-tetrahydro-5H-benzo[7]annulen-5-yl)piperazin-1-yl)benzamide N1C=CC=2C1=NC=C(C2)OC2=C(C(=O)NS(=O)(=O)C1=CC(=CC=C1)[N+](=O)[O-])C=CC(=C2)N2CCN(CC2)[C@@H]2CCCCC1=C2C=CC=C1